S1C(=NC=C1)C#CC=1C=C(C=CC1)NC(=O)C1CCCCC1 N-(3-(thiazol-2-ylethynyl)phenyl)cyclohexanecarboxamide